CN(C(OC(C)(C)C)=O)C1CCN(CC1)CC1=C(C=C(C=C1)[N+](=O)[O-])C(F)(F)F tert-butyl methyl(1-(4-nitro-2-(trifluoromethyl)benzyl)piperidin-4-yl)carbamate